3,5,4'-trihydroxytolan OC=1C=C(C=C(C1)O)C#CC1=CC=C(C=C1)O